FC=1C=C2NC(C=3N(C2=C(C1C1=C2C=CN(C2=CC(=C1)F)C)C)C(=NN3)C)(C)C 7-fluoro-8-(6-fluoro-1-methyl-1H-indol-4-yl)-1,4,4,9-tetramethyl-5H-[1,2,4]triazolo[4,3-a]quinoxaline